ClC1=NC=C(C(=C1)C1=CCN(C(=C1)C)C=1SC2=C(N1)C=CC(=C2)C#N)OC 2'-chloro-N-(6-cyano-1,3-benzothiazol-2-yl)-5'-methoxy-6-methyl-[4,4'-bipyridine]